(Z)-2-(2,6-Dimethylpyridin-4-yl)-5-(2-ethoxyvinyl)-3-isopropyl-1H-indole-1-carboxylic acid tert-butyl ester C(C)(C)(C)OC(=O)N1C(=C(C2=CC(=CC=C12)\C=C/OCC)C(C)C)C1=CC(=NC(=C1)C)C